CN1CCC(CC1)C1=C(N=NC=C1)N (1-methylpiperidin-4-yl)pyridazin-3-amine